The molecule is a 1,2-diacyl-sn-glycerol 3-phosphate(2-) in which the 1- and 2-acyl substituent are specified as oleoyl and (4Z,7Z,10Z,13Z,16Z,19Z)-docosahexaenoyl respectively; major species at pH 7.3. It is a conjugate base of a 1-oleoyl-2-[(4Z,7Z,10Z,13Z,16Z,19Z)-docosahexaenoyl]-sn-glycero-3-phosphate. CCCCCCCC/C=C\\CCCCCCCC(=O)OC[C@H](COP(=O)([O-])[O-])OC(=O)CC/C=C\\C/C=C\\C/C=C\\C/C=C\\C/C=C\\C/C=C\\CC